C(C)(C)(C)OC(=O)N[C@@H](CC(C)(C)C)C(=O)N[C@@H](C[C@H]1C(NCC1)=O)C#N N2-(tert-Butoxycarbonyl)-N-{(1S)-1-cyano-2-[(3S)-2-oxopyrrolidin-3-yl]Ethyl}-4-methyl-L-leucinamide